tetramethyl-O-(1H-benzotriazol-1-yl)uronium Hexafluorophosphate F[P-](F)(F)(F)(F)F.CN(C(=[N+](C)C)ON1N=NC2=C1C=CC=C2)C